CN1N=NC(=C1)COC=1C=C(/C=C/C2=CC(=C3O[C@@]4(C[C@H]([C@H](C([C@H]4CC3=C2)(C)C)O)O)C)OC)C=C(C1CC=C(C)C)OCC=1N=NN(C1)C (2S,3R,4aR,9aR)-7-((E)-3,5-bis((1-methyl-1H-1,2,3-triazol-4-yl)methoxy)-4-(3-methylbut-2-en-1-yl)styryl)-5-methoxy-1,1,4a-trimethyl-2,3,4,4a,9,9a-hexahydro-1H-xanthene-2,3-diol